C1(CC1)C1=CC(=NN1)NC(CC=1C=C(C=CC1)C1=CC=CC=C1)=O 3'-(2-((5-cyclopropyl-1H-pyrazol-3-yl)amino)-2-oxoethyl)-[1,1'-biphenyl]